CN1CCN(CC1)C1CN(C1)C1=NC2=C(N1C(=O)NCCCC1=CC=CC=C1)C=CC=C2 (3-(4-Methylpiperazin-1-yl)azetidin-1-yl)-N-(3-phenylpropyl)-1H-benzo[d]imidazole-1-carboxamide